7-methyl-dideoxyguanosine monophosphate P(=O)(O)(O)OC[C@@H]1CC[C@@H](O1)N1C=[N+](C=2C(=O)NC(N)=NC12)C